FC(C1=NC=C(C=N1)N1CC2(C1)CN(CC2)C(=O)OC(C)(C)C)(F)F tert-butyl 2-(2-(trifluoromethyl)pyrimidin-5-yl)-2,6-diazaspiro[3.4]octane-6-carboxylate